C(C)NC1=C2CCN(C2=CC(=C1)C#N)S(=O)(=O)C1=C2C(=CNC(C2=CC=C1)=O)C 4-(ethylamino)-1-[(4-methyl-1-oxo-2H-isoquinolin-5-yl)sulfonyl]indoline-6-carbonitrile